C(C=C)(=O)O.N1C(C=CC2=CC=CN=C12)=O naphthyridone acrylate